NC=1C=C(CCN2[C@@H](O[C@H](C2=O)C)C=2C(=NN(C2)C2=CC=C(C=C2)Br)C2=CC=C(C=C2)F)C=C(C1)F (2S,5S)-3-(3-Amino-5-fluorophenethyl)-2-(1-(4-bromophenyl)-3-(4-fluorophenyl)-1H-pyrazol-4-yl)-5-methyl-oxazolidin-4-one